Alanine Nitrate [N+](=O)(O)[O-].N[C@@H](C)C(=O)O